COC(CNC1=NC=CC2=C1N=C(N=C2)NC2=C(C=C(C=C2)C=2C=NN(C2)C)OC)(C)C N8-(2-methoxy-2-methylpropyl)-N2-(2-methoxy-4-(1-methyl-1H-pyrazol-4-yl)phenyl)pyrido[3,4-d]pyrimidine-2,8-diamine